C(C)OC=1C=CC(=NC1)NC1=NC(=NO1)C1=NC=CC(=C1)OC N-(5-ethoxy-pyridin-2-yl)-3-(4-methoxy-pyridin-2-yl)-1,2,4-oxadiazol-5-amine